1,4-dimethylbutadiene CC=CC=CC